O([C@H]1[C@H](O)[C@@H](O)[C@@H](O)[C@H](O1)CO)C1=C(C=C(C=C1)C=C[N+](=O)[O-])OC 2-Methoxy-4-(2-nitrovinyl)phenyl β-D-galactopyranoside